sodium 3,5,5-trimethylhexanoyloxybenzenesulfonate CC(CC(=O)OC1=C(C=CC=C1)S(=O)(=O)[O-])CC(C)(C)C.[Na+]